2-(methyl)aniline CC1=C(N)C=CC=C1